ClC=1C=C(C=CC1C(=O)N1CCN(CC1)C(=O)C1CC[N+](CC1)(C)C)NC(=O)C=1N(C(=CN1)C1=C(C(=C(C=C1)C=1C(=NNC1)C=1C=NNC1)F)F)C N-[3-chloro-4-[4-(1,1-dimethylpiperidin-1-ium-4-carbonyl)piperazine-1-carbonyl]phenyl]-5-[2,3-difluoro-4-[3-(1H-pyrazol-4-yl)-1H-pyrazol-4-yl]phenyl]-1-methyl-imidazole-2-carboxamide